(R)-2-((3R,5R)-3,5-Dimethylpiperazin-1-yl)-N-(3-(2-((2-fluoro-3-(methylsulfonyl)phenyl)amino)-5-methylpyrimidin-4-yl)-1H-indol-7-yl)-3-methoxypropanamid C[C@@H]1CN(C[C@H](N1)C)[C@@H](C(=O)NC=1C=CC=C2C(=CNC12)C1=NC(=NC=C1C)NC1=C(C(=CC=C1)S(=O)(=O)C)F)COC